CC1=CC=C(COC(C(=O)OCC2=CC=C(C=C2)C)=O)C=C1 di(4-methylbenzyl)oxalate